NC1=CC(=CC(=N1)C(=O)NC1=CC=CC=C1)NC1=C(C=CC=C1)O 6-Amino-4-((2-hydroxyphenyl)amino)-N-phenylpyridineamide